NC1=CC(=C(C=C1)OB(O)O)F 4-amino-2-fluorophenylboric acid